Cl(=O)(=O)(=O)[O-].[Ti+4].Cl(=O)(=O)(=O)[O-].Cl(=O)(=O)(=O)[O-].Cl(=O)(=O)(=O)[O-] titanium(IV) perchlorate